C(C)(C)(C)OC(=O)N1CCC(CC1)NC=1C=C2C=CC=NC2=C(C1)C(F)(F)F 4-((8-(trifluoromethyl)quinolin-6-yl)amino)piperidine-1-carboxylic acid tert-butyl ester